C(C=C)OC(=O)C1CCC=2C=NC(=NC2C1=O)Cl 2-chloro-8-oxo-5,6,7,8-tetrahydroquinazoline-7-carboxylic acid allyl ester